C(C)(C)(C)OC(\C=C\CN1CC(C1)F)=O (E)-4-(3-fluoroazetidin-1-yl)but-2-enoic acid tert-butyl ester